tert-butyl 4-(2,1,3-benzoxadiazol-4-yl)piperazine-1-carboxylate N=1ON=C2C1C=CC=C2N2CCN(CC2)C(=O)OC(C)(C)C